1-(1-methyl-1H-pyrazole-3-sulfonyl)piperidin CN1N=C(C=C1)S(=O)(=O)N1CCCCC1